NC1=NC=C(C=C1O[C@H](C)C=1C=C(C=CC1Cl)NC(C1=C(C(=CC=C1)C)Cl)=O)Cl (R)-N-(3-(1-((2-Amino-5-chloropyridin-3-yl)oxy)ethyl)-4-chlorophenyl)-2-chloro-3-methylbenzamid